C(C=C)(=O)OC(C(COC(C=C)=O)(COC(C=C)=O)COC(C=C)=O)OCC (ethoxy)pentaerythritol tetraacrylate